4-(2-Fluoro-3-methoxyphenyl)-2-hydroxy-7-(4-methylthiazol-5-yl)-5,6,7,8-tetrahydro-1,7-naphthyridine-3-carbonitrile FC1=C(C=CC=C1OC)C1=C(C(=NC=2CN(CCC12)C1=C(N=CS1)C)O)C#N